C(C1=CC=CC=C1)OC1=CC=C(OCCOCNC2CCCC2)C=C1 N-((2-(4-(benzyloxy)phenoxy)ethoxy)methyl)cyclopentylamine